CC1=C2N(C=3C=CC=CC13)C(C=C2C2=CC(=CC=C2)C(F)(F)F)(O)C(F)(F)F 9-Methyl-3-(trifluoromethyl)-1-(3-(trifluoromethyl)phenyl)-3H-pyrrolo[1,2-a]indol-3-ol